NC1=C(C(=C(OC=2C=CC(=C(C#N)C2)C)C(=C1)F)F)C#C 5-(4-amino-3-ethynyl-2,6-difluoro-phenoxy)-2-methyl-benzonitrile